CC(C=O)CCC=C(C)C 2,6-dimethyl-5-heptene-1-al